C(C)(C)[Te]C(C)C Di(isopropyl)tellurium